6-amino-α-methyl-3-pyridinemethanol NC1=CC=C(C=N1)C(O)C